C(CCCCCCCCCCCCCCCCCC)(=O)OC[C@@H](OC(CCCCCCCCCCCCCCCCCC)=O)COP(=O)(O)OCC[N+](C)(C)C 1,2-di(nonadecanoyl)-sn-glycero-3-phosphorylcholine